C(C)(C)(C)OC(=O)NCCOC1CN(C1)C1=C(C=NN1C)C1=NC(=CC(=C1)C(=O)OC)C methyl 2-[5-[3-[2-(tert-butoxycarbonylamino)ethoxy]azetidin-1-yl]-1-methyl-pyrazol-4-yl]-6-methyl-pyridine-4-carboxylate